CNC1=C(C2=CC=CC=C2C(=C1)O)O 2-methylamino-1,4-Naphthalenediol